C(C1=CC=CC=C1)C1C2C3(NCC1CC3CN2CC(C)C)C(=O)NCC2=CC=C(C=C2)O 7-benzyl-N-(4-hydroxybenzyl)-1-isobutyloctahydro-3aH-3,6-methanopyrrolo[3,2-b]pyridine-3a-carboxamide